CC1=CC=C(COC(C2=C(C=CC=C2)O)=O)C=C1 2-hydroxybenzoic acid 4-methylbenzyl ester